phosphonium triazolium iodide salt [I-].[NH+]=1NN=CC1.[PH4+].[I-]